4-((1R,5S)-3,8-diazabicyclo[3.2.1]octan-8-yl)-7-(2,6-dichlorophenyl)-2-(((S)-1-methylpyrrolidin-2-yl)methoxy)quinazoline [C@H]12CNC[C@H](CC1)N2C2=NC(=NC1=CC(=CC=C21)C2=C(C=CC=C2Cl)Cl)OC[C@H]2N(CCC2)C